4-(2-ethylhexyl)-3-fluorothieno[3,4-b]thiophene C(C)C(CC=1SC=C2SC=C(C21)F)CCCC